COC(C1=CC=C(C=C1)C=1N=NN(C1)[C@@H](C(C)(C)C)C(=O)N1[C@@H](C[C@H](C1)O)C(NC)=O)=O 4-[1-[(1S)-1-[(2S,4r)-4-hydroxy-2-(methylcarbamoyl)pyrrolidine-1-carbonyl]-2,2-dimethyl-propyl]triazol-4-yl]benzoic acid methyl ester